7,7-dimethyl-6-propyl-6,7-dihydro-5H-pyrrolo[3,4-d]pyrimidin-5-one CC1(N(C(C2=C1N=CN=C2)=O)CCC)C